BrC1=CC=C2C(=C(C(=NC2=C1)Cl)C)Cl 7-bromo-2,4-dichloro-3-methylquinoline